O.[N+](=O)(O)[O-].[N+](=O)(O)[O-] dinitrate hydrate